FC1(C[C@H](CC1)CN1N=C(C(=C1C(=O)OCC)C)C(C)(F)F)F Ethyl (S)-1-((3,3-difluorocyclopentyl)methyl)-3-(1,1-difluoroethyl)-4-methyl-1H-pyrazole-5-carboxylate